benzyl 2-butyl-1-((2,2,5-trimethyl-1,3-dioxan-5-yl)methyl)-1,6,8,9-tetrahydro-7H-imidazo[4,5-c][1,7]naphthyridine-7-carboxylate C(CCC)C=1N(C2=C(C=NC=3CN(CCC23)C(=O)OCC2=CC=CC=C2)N1)CC1(COC(OC1)(C)C)C